(S)-3-((S)-3-(hydroxymethyl)-4-methyl-6-oxo-3,4,6,8-tetrahydro-[1,4]oxazino[2,3-f]isoindol-7(2H)-yl)piperidine-2,6-dione OC[C@@H]1N(C=2C(=CC=3CN(C(C3C2)=O)[C@@H]2C(NC(CC2)=O)=O)OC1)C